C(CCCCC=C)C1CCCC1 6-hepten-1-ylcyclopentane